C1(CC1)C1=CC=C(C=C1)CC(=O)N1CC2=C(N=C(NC2=O)C2(CC2)C2=CC=CC=C2)CC1 6-(2-(4-cyclopropylphenyl)acetyl)-2-(1-phenylcyclopropyl)-5,6,7,8-tetrahydropyrido[4,3-d]pyrimidin-4(3H)-one